(4-(Benzo[d]thiazol-7-yl)benzyl)carbamic acid tert-butyl ester C(C)(C)(C)OC(NCC1=CC=C(C=C1)C1=CC=CC=2N=CSC21)=O